5-[5-methyl-5-(4-methyl-2-oxo-pentyl)-tetrahydrofuran-2-yl]-1H-pyrrole CC1(CCC(O1)C1=CC=CN1)CC(CC(C)C)=O